FC=1C=C(CCC(CC)N)C=CC1CN1C(=C(C=2C=3C=NNC3C=CC21)F)C2=C(C=CC=C2)C (3-fluoro-4-((8-fluoro-7-(o-tolyl)pyrrolo[3,2-e]indazol-6(3H)-yl)methyl)phenethyl)propan-1-amine